dimethyl-(4-(trifluoromethoxy)phenyl)sulfur triflate [O-]S(=O)(=O)C(F)(F)F.C[S+](C1=CC=C(C=C1)OC(F)(F)F)C